ClC1=C(C=C2CCO[C@]3(C[C@@H](N(CC3)C(=O)OC(C)(C)C)C)C2=C1)OS(=O)(=O)C(F)(F)F tert-butyl (1R,2'S)-7-chloro-2'-methyl-6-(trifluoromethylsulfonyloxy)spiro[isochromane-1,4'-piperidine]-1'-carboxylate